4-bromo-2-fluoro-3-(methoxymethyl)benzoic acid BrC1=C(C(=C(C(=O)O)C=C1)F)COC